2-Chloro-5-cyano-N-(1-(1-methyl-1H-pyrazol-4-yl)-1H-indazol-6-yl)nicotinamide ClC1=C(C(=O)NC2=CC=C3C=NN(C3=C2)C=2C=NN(C2)C)C=C(C=N1)C#N